(2R)-2-((8R,9aS)-8-amino-1-oxo-5-phenethylhexahydro-1H-pyrrolo[1,2-a][1,4]diazepin-2(3H)-yl)-N-(3,4-dichlorobenzyl)-4-(5-oxo-4,5-dihydro-1,2,4-thiadiazol-3-yl)butanamide N[C@@H]1C[C@@H]2N(C(CCN(C2=O)[C@@H](C(=O)NCC2=CC(=C(C=C2)Cl)Cl)CCC2=NSC(N2)=O)CCC2=CC=CC=C2)C1